{(S)-15-[(E)-3-(5-Chloro-2-tetrazol-1-yl-phenyl)-acryloylamino]-8-oxa-17,19-diaza-tricyclo[14.2.1.02,7]nonadeca-1(18),2,4,6,16(19)-pentaen-5-yl}-carbamic Acid methyl ester COC(NC1=CC=C2C3=CNC([C@H](CCCCCCOC2=C1)NC(\C=C\C1=C(C=CC(=C1)Cl)N1N=NN=C1)=O)=N3)=O